3-(3-bromo-2-chlorophenyl)-1-((2-(trimethylsilyl)ethoxy)methyl)piperidine-2,6-dione BrC=1C(=C(C=CC1)C1C(N(C(CC1)=O)COCC[Si](C)(C)C)=O)Cl